BrC=1C=C(C=CC1F)N1C(=NOC1=O)C=1C(=NON1)NOCCNS(=O)(=O)C N-(2-(((4-(4-(3-bromo-4-fluorophenyl)-5-oxo-4,5-dihydro-1,2,4-oxadiazol-3-yl)-1,2,5-oxadiazol-3-yl)amino)oxy)ethyl)methanesulfonamide